BrC1=CN=C(N=N1)N1CCC2(CC1)OC1=C([C@H]2N)C=CC=C1 (R)-1'-(6-bromo-1,2,4-triazin-3-yl)-3H-spiro[benzofuran-2,4'-piperidine]-3-amine